(1-(hydroxymethyl)cyclobutyl)-5-(1-((4-(trifluoromethyl)phenoxy)imino)ethyl)thiophene-2-carboxamide OCC1(CCC1)C1=C(SC(=C1)C(C)=NOC1=CC=C(C=C1)C(F)(F)F)C(=O)N